(2S)-2-amino-N-[(1S)-1-cyano-2-[(3S)-2-oxopyrrolidin-3-yl]ethyl]-3-cyclopropyl-propanamide N[C@H](C(=O)N[C@@H](C[C@H]1C(NCC1)=O)C#N)CC1CC1